4-(4-(t-butyl)phenyl)-2-methyl-1H-indene C(C)(C)(C)C1=CC=C(C=C1)C1=C2C=C(CC2=CC=C1)C